NC=1C=C(C(=C2CCCC(C12)=O)O)F 8-amino-6-fluoro-5-hydroxy-3,4-dihydronaphthalen-1(2H)-one